FC(S(=O)(=O)[O-])(F)F.C[N+]1(CCCC1)CCCCC N-methyl-N-pentyl-pyrrolidinium trifluoromethanesulfonate